P(=O)(OCCOC(C(=C)C)=O)(OCCOC(C(=C)C)=O)[O-] bis-(2-methylacryloyloxyethyl) phosphate